C(CCC)OC1=C(C=C(C=C1F)C1=NOC(=N1)CC(C(=O)O)=C)F 2-((3-(4-butoxy-3,5-difluorophenyl)-1,2,4-oxadiazol-5-yl)methyl)acrylic acid